5-(methoxycarbonyl)-2-picolinic acid COC(=O)C=1C=CC(=NC1)C(=O)O